ethyl (2Z)-2-amino-2-[2-(2-fluorophenyl)-5-oxo-pyrrolidin-1-yl]imino-acetate N\C(\C(=O)OCC)=N/N1C(CCC1=O)C1=C(C=CC=C1)F